4-(3-Methyl-4-pyrimidin-5-yl-pyrazol-1-yl)-1H-pyrrolo[2,3-b]-pyridine CC1=NN(C=C1C=1C=NC=NC1)C1=C2C(=NC=C1)NC=C2